ethyl 5-[(2-cyanoacetyl)-methyl-amino]-2-methyl-thiazole-4-carboxylate C(#N)CC(=O)N(C1=C(N=C(S1)C)C(=O)OCC)C